3-((2R,3S,3aS,8aR,9S,9aR)-9-acetoxy-7-allyl-3-(benzyloxy)-4a-methoxydecahydrofuro[3,2-b]pyrano[2,3-e]pyran-2-yl)propane-1,2-diyl diacetate C(C)(=O)OCC(C[C@@H]1[C@@H]([C@@H]2OC3([C@@H]([C@H]([C@@H]2O1)OC(C)=O)OC(CC3)CC=C)OC)OCC3=CC=CC=C3)OC(C)=O